CC=1C=C(C=CC1)N1CCNCC1 1-(3-methyl-phenyl)piperazine